ClC1=C(C=C(C=2C3=C(NC12)CCNC([C@@H]3C)=O)NC(COC)=O)Cl (R)-N-(7,8-Dichloro-1-methyl-2-oxo-1,2,3,4,5,6-hexahydroazepino[4,5-b]indol-10-yl)-2-methoxyacetamide